(4'-cyclopropyl-6'-methoxy-5-(methylamino)-[2,5'-bipyrimidin]-4-yl)(4-(1-methyl-4-(trifluoromethyl)-1H-imidazol-2-yl)phenyl)methanone C1(CC1)C1=NC=NC(=C1C1=NC=C(C(=N1)C(=O)C1=CC=C(C=C1)C=1N(C=C(N1)C(F)(F)F)C)NC)OC